((2S,3R,5S)-3-((4-methylbenzoyl)oxy)-5-(5-(5-methylfuran-2-yl)-2,4-dioxo-3,4-dihydropyrimidin-1(2H)-yl)tetrahydrofuran-2-yl)methyl 4-methylbenzoate CC1=CC=C(C(=O)OC[C@@H]2O[C@@H](C[C@H]2OC(C2=CC=C(C=C2)C)=O)N2C(NC(C(=C2)C=2OC(=CC2)C)=O)=O)C=C1